OC=1N=CC=C2C1N(C=C2C2=CC(=C1C=CN(C1=C2)[C@H](C2CCOCC2)C2=CC=CC=C2)NS(=O)(=O)CC)C (R)-N-(6-(7-hydroxy-1-methyl-1H-pyrrolo[2,3-c]pyridin-3-yl)-1-(phenyl(tetrahydro-2H-pyran-4-yl)methyl)-1H-indol-4-yl)ethanesulfonamide